2-(2-methoxypropoxy)-1-propanol COC(COC(CO)C)C